tert-Butyl (2S)-2-[[4-methyl-6-[(4-methylphenyl)sulfonyloxymethyl]-6,7-dihydro-5H-cyclopenta[c]pyridin-3-yl]oxymethyl]azetidine-1-carboxylate CC=1C2=C(C=NC1OC[C@H]1N(CC1)C(=O)OC(C)(C)C)CC(C2)COS(=O)(=O)C2=CC=C(C=C2)C